(3aR,6aR)-tert-butyl 5-(5-(trifluoromethoxy)pyridin-2-yl)hexahydropyrrolo[3,4-c]pyrrole-2(1H)-carboxylate FC(OC=1C=CC(=NC1)N1C[C@H]2[C@H](C1)CN(C2)C(=O)OC(C)(C)C)(F)F